(methacryloxy)propylmethyldiethoxysilane C(C(=C)C)(=O)OCCC[Si](OCC)(OCC)C